(5-nitrothiophen-2-yl) methyl-5-fluoro-2,6-dioxo-3,6-dihydropyrimidine-1(2H)-carboxylate CN1C(N(C(C(=C1)F)=O)C(=O)OC=1SC(=CC1)[N+](=O)[O-])=O